(S)-1-amino-1'-(4-amino-6-oxo-5-(4-phenoxyphenyl)-1,6-dihydropyridin-2-yl)-1,3-dihydrospiro[indene-2,4'-piperidine]-4-carbonitrile N[C@@H]1C=2C=CC=C(C2CC12CCN(CC2)C=2NC(C(=C(C2)N)C2=CC=C(C=C2)OC2=CC=CC=C2)=O)C#N